Lithium tetra-fluoroborat F[B-](F)(F)F.[Li+]